C(C)(C)(C)C=1C=C(C=C(C1O)C(C)(C)C)CCC(=O)C(CCCCC)(N)N 3,5-di-tert-butyl-4-hydroxybenzenepropionyl-hexanediamine